F[B-](F)(F)F.C1(=CC=CC=C1)[N+]1=C(C=C(C=C1C1=CC=CC=C1)C1=CC=CC=C1)C1=CC=CC=C1 1,2,4,6-tetraphenylpyridinium tetrafluoroborate